ONC(=O)C1OC2=C(C=CC=C2CC1)NC(OCC1=CC=C(C=C1)C(F)(F)F)=O 4-(trifluoromethyl)benzyl (2-(hydroxycarbamoyl)chroman-8-yl)carbamate